(1S,2S)-2-(3-(5-chloro-4-(5,5-dimethyl-5,6-dihydro-4H-pyrrolo[1,2-b]pyrazol-3-yl)pyridin-2-yl)ureido)-N-methylcyclohexane-1-carboxamide ClC=1C(=CC(=NC1)NC(N[C@@H]1[C@H](CCCC1)C(=O)NC)=O)C1=C2N(N=C1)CC(C2)(C)C